C(CCCCCCCCCCCCCCC)(=O)O (R)-hexadecanoic acid